(1S,3S)-Methyl 3-((6-(5-(((4-chloro-6-phenyl-1,3,5-triazin-2-yl)amino)methyl)-1-methyl-1H-1,2,3-triazol-4-yl)-2-methylpyridin-3-yl)oxy)cyclohexanecarboxylate ClC1=NC(=NC(=N1)C1=CC=CC=C1)NCC1=C(N=NN1C)C1=CC=C(C(=N1)C)O[C@@H]1C[C@H](CCC1)C(=O)OC